BrC1=CC=C(\C=N\S(=O)(=O)F)C=C1 (E)-(4-bromobenzylidene)sulfamoyl fluoride